N1(CCOCC1)CC1=CC=C(COC2=C3CN(C(C3=CC=C2)=O)[C@@H]2C(NC(CC2)=O)=O)C=C1 (S)-3-[4-(4-morpholin-4-ylmethyl-benzyloxy)-1-oxo-1,3-dihydro-isoindol-2-yl]piperidine-2,6-dione